taurocyamine NC(=N)NCCS(=O)(=O)O